[Si](C)(C)(C(C)(C)C)OC[C@H](CCCO[Si](C)(C)C(C)(C)C)O (2S)-1,5-Bis[[tert-butyl(dimethyl)silyl]oxy]pentan-2-ol